C1=CC2=C(C(=C1)N=NC3=CC=CC4=C3C(=O)OC4=O)C(=O)OC2=O Azophthalic anhydride